FC1=C(C=C(C=C1)F)[C@@H]1N(C[C@H](C1)F)C=1N=C2C(=CC=NC2=CC1)C=1C=NN(C1)N1C(CCCC1)=O (4-(6-((2R,4S)-2-(2,5-difluorophenyl)-4-fluoropyrrolidin-1-yl)-1,5-naphthyridin-4-yl)-1H-pyrazol-1-yl)piperidin-2-one